5-(2-chloro-5-(isobutyramidomethyl)benzamido)-1-isopropyl-1H-indole-2-carboxylic acid ClC1=C(C(=O)NC=2C=C3C=C(N(C3=CC2)C(C)C)C(=O)O)C=C(C=C1)CNC(C(C)C)=O